[C@H]12CN(C[C@H](CC1)N2)C2=NC(=NC1=CC(=CC=C21)C2=CC=C1CC(NC1=C2)=O)OC[C@H]2N(CCC2)C 6-(4-((1R,5S)-3,8-diazabicyclo[3.2.1]octan-3-yl)-2-(((S)-1-methylpyrrolidin-2-yl)methoxy)quinazolin-7-yl)indolin-2-one